nitrilotriacetat N(CC(=O)[O-])(CC(=O)[O-])CC(=O)[O-]